methyl-5-phenyl-1H-pyrazol-3-amine CN1N=C(C=C1C1=CC=CC=C1)N